[Cl-].[NH+]1=NN=CC=C1 triazinium chloride salt